OC1=CC(=C(C=C1)OB(O)O)CC1=CC=CC=C1 4-hydroxy(phenyl)methyl-phenyl-boric acid